ClC1=CC=C(C=C1)C1(CC(C1)CF)C(=O)N1[C@@H](C[C@H](C1)F)C(=O)N[C@H](C#C)CC(=O)N z-(2S,4r)-1-[1-(4-chlorophenyl)-3-(fluoromethyl)cyclobutanecarbonyl]-4-fluoro-N-[(1S)-1-(2-amino-2-oxo-ethyl)prop-2-ynyl]pyrrolidine-2-carboxamide